(S)-N-((S)-bicyclo[2.2.1]heptan-1-yl(4-chlorophenyl)methyl)-2-oxooxazolidine-5-carboxamide C12(CCC(CC1)C2)[C@H](NC(=O)[C@@H]2CNC(O2)=O)C2=CC=C(C=C2)Cl